O=C1C(=CC2=CC=CC3=CC=CC1=C23)CNCS(=O)(=O)[O-].[Na+] sodium [(1-oxophenalen-2-yl)methylamino]methanesulfonate